FC=1C(=NC(=NC1)N1C[C@@H]2[C@H](C1)CN(C2)C(=O)C2=C(C=CC=C2N2N=CC=N2)F)C(C)(C)O ((3aR,6aS)-5-(5-fluoro-4-(2-hydroxyprop-2-yl)pyrimidin-2-yl)hexahydropyrrolo[3,4-c]pyrrol-2(1H)-yl)(2-fluoro-6-(2H-1,2,3-triazol-2-yl)phenyl)methanone